CP(=O)(C)C1=C(C=CC=C1)NC1=C2NC=NC2=NC(=N1)NC=1C(=NN(C1)C(C#N)(C)C)C 2-(4-((6-((2-(dimethylphosphoryl)phenyl)amino)-7H-purin-2-yl)amino)-3-methyl-1H-pyrazol-1-yl)-2-methylpropanenitrile